m-phenylenebis(3,1-benzoxazine-4-one) C1(=CC(=CC=C1)C1=NC2=C(C(O1)=O)C=CC=C2)C2=NC1=C(C(O2)=O)C=CC=C1